C(C)(=O)C1=NN(C2=CC=C(C=C12)C=1C=NC=2N(C1)N=C(C2)C)CC(=O)N2[C@@H](C[C@H](C2)F)C(=O)NC=2C(=C(C=CC2)C2=C(C=CC=C2)Cl)F (2S,4R)-1-(2-(3-acetyl-5-(2-methylpyrazolo[1,5-a]pyrimidin-6-yl)-1H-indazol-1-yl)acetyl)-N-(2'-chloro-2-fluorobiphenyl-3-yl)-4-fluoropyrrolidine-2-carboxamide